1-(3-(dimethylamino)propyl) 3,5-di((9Z,12Z)-octadeca-9,12-dien-1-yl)benzene-1,3,5-tricarboxylate C(CCCCCCC\C=C/C\C=C/CCCCC)C1(CC(=CC(C1)(C(=O)[O-])CCCCCCCC\C=C/C\C=C/CCCCC)C(=O)OCCCN(C)C)C(=O)[O-]